N-[(S)-1-(4-fluoro-3-methoxyphenyl)ethyl]-4-[(S)-5-methyl-1,4-diazepan-1-yl]-8-methoxy-6-methyl-1,7-diaza-3-naphthamide FC1=C(C=C(C=C1)[C@H](C)NC(=O)C=1C=NC2=C(N=C(C=C2C1N1CCN[C@H](CC1)C)C)OC)OC